O1[C@@H](COCC1)COC1=CC(=C(C(=N1)CCC1=CC(=C(C=C1)OC)OC)CC)O (S)-6-((1,4-dioxan-2-yl)methoxy)-2-(3,4-dimethoxyphenethyl)-3-ethylpyridin-4-ol